(M)-3-chloro-4-((4-fluoropyridin-3-yl)methoxy)-6''-(2-hydroxypropan-2-yl)-3'',5',6-trimethyl-2H-[1,4':2',2''-terpyridin]-2-one ClC=1C(N(C(=CC1OCC=1C=NC=CC1F)C)C1=CC(=NC=C1C)C1=NC(=CC=C1C)C(C)(C)O)=O